OC(C(=O)O)CCCCCCCCCCCCC 2-Hydroxypentadecanoic acid